2'-(Cyclopropylmethyl)-8'-methyl-2',5'-dihydrospiro[cyclopropane-1,4'-furo[2,3-g]indazole]-7'-carboxylic acid ethyl ester C(C)OC(=O)C1=C(C2=C(CC3(C4=CN(N=C24)CC2CC2)CC3)O1)C